C(C)(C)(C)OC(NC1=CC(=C(C=C1)F)NC(C1=CC(=CC(=C1)C(F)(F)F)C(F)(F)F)=O)=O [3-(3,5-bistrifluoromethylbenzoylamino)-4-fluorophenyl]carbamic acid t-butyl ester